ClC1=C(C=CC=C1NC(=O)C1=NN2C(C(CCC2)O)=C1)C1=C(C(=CC=C1)NC=1N=CC=C2C=C(C=NC12)CN1C[C@@H](CC1)O)Cl N-(2,2'-dichloro-3'-((3-(((R)-3-hydroxypyrrolidin-1-yl)methyl)-1,7-naphthyridin-8-yl)amino)-[1,1'-biphenyl]-3-yl)-4-hydroxy-4,5,6,7-tetrahydropyrazolo[1,5-a]pyridine-2-carboxamide